ClC=1C=C(C=CC1Cl)C=1N=C(SC1SC(C)C)N1N=C(C(=C1C(=O)O)C1=CC(=NC=C1)OC)C 1-(4-(3,4-dichlorophenyl)-5-(isopropylsulfanyl)thiazol-2-yl)-4-(2-methoxypyridin-4-yl)-3-methyl-1H-pyrazole-5-carboxylic acid